C(C)C1=CC=C(C=C1)N1C=NN(C1=O)CSC1=CC(=C(OCC(=O)O)C=C1)C 2-(4-(((4-(4-ethylphenyl)-5-oxo-4,5-dihydro-1H-1,2,4-triazol-1-yl)methyl)thio)-2-methylphenoxy)acetic acid